N-Ethyl-Propanamide C(C)NC(CC)=O